C(C1=CC=CC=C1)N1C2=C(N(C3=C(C1=O)C=CC(=C3)Cl)CCCCN(C(OC(C)(C)C)=O)C)C=CC=C2 tert-Butyl [4-(10-benzyl-3-chloro-11-oxo-10,11-dihydro-5H-dibenzo[b,e][1,4]diazepin-5-yl)butyl]methylcarbamate